C1=NC=CC=2C(CC=CC12)=O 5-isoquinolinone